4-(7-(8-Ethyl-7-fluoro-3-(methoxymethoxy)naphthalen-1-yl)-8-fluoro-2-(((2R,7aS)-2-fluorotetrahydro-1H-pyrrolizin-7a(5H)-yl)methoxy)pyrido[4,3-d]pyrimidin-4-yl)-1,4-thiazepane 1-oxide C(C)C=1C(=CC=C2C=C(C=C(C12)C1=C(C=2N=C(N=C(C2C=N1)N1CCS(CCC1)=O)OC[C@]12CCCN2C[C@@H](C1)F)F)OCOC)F